3-(2-chloro-5-fluoropyrimidin-4-yl)quinoline ClC1=NC=C(C(=N1)C=1C=NC2=CC=CC=C2C1)F